COC(C(=O)N1C(CCCC1)C=1NC=C(N1)C1=CC=CC=C1)COC 2,3-dimethoxy-1-(2-(4-phenyl-1H-imidazol-2-yl)piperidin-1-yl)propan-1-one